C(C)(=O)N1[C@H]([C@@H]([C@H](C2=CC(=CC=C12)C(=O)NC1CCS(CC1)(=O)=O)NC1=NC=CC(=N1)C)C)C (2S,3R,4R)-1-acetyl-N-(1,1-dioxidotetrahydro-2H-thiopyran-4-yl)-2,3-dimethyl-4-((4-methylpyrimidin-2-yl)amino)-1,2,3,4-tetrahydroquinoline-6-carboxamide